C1(CCC1)N1C(=NC2=C1C=C(C=C2)C=2OC=CN2)C=2N(C(C(=C(N2)C(=O)NC=2C=NOC2)O)=O)C 2-(1-cyclobutyl-6-(oxazol-2-yl)-1H-benzo[d]imidazol-2-yl)-5-hydroxy-N-(isoxazol-4-yl)-1-methyl-6-oxo-1,6-dihydropyrimidine-4-carboxamide